CC(C1=CC=C(C=C1)C(C)OC#N)OC#N dimethyl-para-xylylene cyanate